COC([O-])=O.C(CCCCCCCCC)[N+](C)(C)C decyltrimethylammonium methyl-carbonate